CC=1N=NN(C1)C1=CC=C(C(=O)O)C=C1 4-(4-methyl-1H-1,2,3-triazol-1-yl)benzoic acid